O1CCN(CC1)CC1=CC=C(O1)C(C)=O 1-(5-(morpholinomethyl)furan-2-yl)ethan-1-one